ClC1=CC2=C(NC([C@@H](N=C2C2=CC=CC=C2)C2CCC2)=O)C=C1 (S)-7-chloro-3-cyclobutyl-5-phenyl-1H-benzo[e][1,4]diazepin-2(3H)-one